BrC1=CC(=C(C=C1F)C(C)=O)O (4-bromo-5-fluoro-2-hydroxy-phenyl)ethanone